CN1C(=NC(=C1)C(F)(F)F)C1=CC=C(COC2=C3NC=NC3=NC(=N2)C2=C(C=CC=C2)C(F)(F)F)C=C1 6-(4-(1-methyl-4-(trifluoromethyl)-1H-imidazol-2-yl)benzyloxy)-2-(2-(trifluoromethyl)phenyl)-7H-purine